6-bromo-3H-quinazolin-4-one BrC=1C=C2C(NC=NC2=CC1)=O